1-cyano-N-(4-phenylpyridin-2-yl)piperidine-3-carboxamide tert-Butyl-4-(1-methyl-1,2,3-triazol-4-yl)piperazine-1-carboxylate C(C)(C)(C)OC(=O)N1CCN(CC1)C=1N=NN(C1)C.C(#N)N1CC(CCC1)C(=O)NC1=NC=CC(=C1)C1=CC=CC=C1